CC1(OCCC(O1)CO)C 2,2-dimethyl-1,3-dioxan-4-yl-methanol